ClC1=C(C=CC=C1)C1=C(C(=CC=C1)NC(CNC(C)C)=O)F N-(2'-chloro-2-fluoro-[1,1'-biphenyl]-3-yl)-2-(isopropylamino)acetamide